BrC1=NOC(=C1)C=O (3-bromo-1,2-oxazol-5-yl)methanone